ClC=1C=C(CNC2=C3N=CN(C3=NC(=N2)C=2C=NC=C(C2)C)[C@@H]2[C@@H]([C@@H]([C@H](O2)C(=O)NC)O)O)C=CC1 (2S,3S,4R,5S)-5-(6-((3-chlorobenzyl)amino)-2-(5-methylpyridin-3-yl)-9H-purin-9-yl)-3,4-dihydroxy-N-methyltetrahydrofuran-2-carboxamide